C(C1=CC=CC=C1)OC([C@@H](NC([C@@H](NC(CCC1=CC=CC2=CC=CC=C12)=O)CC(C)C)=O)C(C)C)=O 3-(1-naphthyl)-propionyl-leucyl-valine benzyl ester